tert-butyl (2S,6S)-4-(6-amino-5-nitropyridin-2-yl)-2,6-dimethylpiperazine-1-carboxylate NC1=C(C=CC(=N1)N1C[C@@H](N([C@H](C1)C)C(=O)OC(C)(C)C)C)[N+](=O)[O-]